C(#N)C1=C(N=C2N(C1=O)C=C(C=C2[C@@H](C)NC2=C(C(=O)O)C=CC=C2)C)N2C[C@@H](C[C@@H](C2)F)F 2-(((R)-1-(3-cyano-2-((3R,5S)-3,5-difluoropiperidin-1-yl)-7-methyl-4-oxo-4H-pyrido[1,2-a]pyrimidin-9-yl)ethyl)amino)benzoic acid